O=C1NC(CCC1N1C(N(C2=C1C=CC(=C2)CN(CCNC(OC(C)(C)C)=O)C)C)=O)=O Tert-butyl N-[2-[[1-(2,6-dioxo-3-piperidyl)-3-methyl-2-oxo-benzimidazol-5-yl]methyl-methyl-amino]ethyl]carbamate